C(#N)[C@@H]1CC[C@H](CC1)N1C2=NC(=NC=C2N(C1=O)C)NC1=C(C#N)C=CC=C1C ((9-(trans-4-cyanocyclohexyl)-7-methyl-8-oxo-8,9-dihydro-7H-purin-2-yl)amino)-3-methylbenzonitrile